2-chloro-N-((1-phenylcyclopropyl)methyl)-6,7-dihydro-5H-cyclopenta[b]pyridine-3-carboxamide ClC1=C(C=C2C(=N1)CCC2)C(=O)NCC2(CC2)C2=CC=CC=C2